2-butyl-2-ethyl-1,3-cyclohexanediol C(CCC)C1(C(CCCC1O)O)CC